N1=CCC2C1=NC1=CN=CC=C1C2=O 3ah,4h-pyrrolo[2,3-b]1,7-naphthyridin-4-one